tetrakis(1-pyrazolyl)borate iridium [Ir+3].N1(N=CC=C1)[B-](N1N=CC=C1)(N1N=CC=C1)N1N=CC=C1.N1(N=CC=C1)[B-](N1N=CC=C1)(N1N=CC=C1)N1N=CC=C1.N1(N=CC=C1)[B-](N1N=CC=C1)(N1N=CC=C1)N1N=CC=C1